methyl 2-(8-acetyl-8-azaspiro[4.5]decan-3-yl)-8-fluoro-3,4-dihydro-1H-isoquinoline-6-carboxylate C(C)(=O)N1CCC2(CC(CC2)N2CC3=C(C=C(C=C3CC2)C(=O)OC)F)CC1